F[C@H]1CN(CC[C@H]1NC1=CC=CC2=C1SC(=C2CC(F)(F)F)C#CCNC2=C(C=C(C=C2)P(C)(C)=O)C2=CN=CO2)C (4-((3-(7-(((3S,4R)-3-fluoro-1-methylpiperidin-4-yl)amino)-3-(2,2,2-trifluoroethyl)benzo[b]thiophen-2-yl)prop-2-yn-1-yl)amino)-3-(oxazol-5-yl)phenyl)dimethylphosphine oxide